CC1=C(C=2N(N=C1N1CC=3C=C(C=NC3CC1)NC(OC(C)(C)C)=O)C=NN2)C tert-butyl N-[6-(7,8-dimethyl-[1,2,4]triazolo[4,3-b]pyridazin-6-yl)-7,8-dihydro-5H-1,6-naphthyridin-3-yl]carbamate